2-(3-formyl-5-(methoxymethyl)phenyl)acetonitrile C(=O)C=1C=C(C=C(C1)COC)CC#N